1,5-anhydro-2,3-dideoxy-3-(6-(4-((2-(dimethylamino)-2-oxoethyl)carbamoyl)-3-fluorobenzyl)-7,8-dimethyl-4-oxoquinazolin-3(4H)-yl)-L-threo-pentitol CN(C(CNC(=O)C1=C(C=C(CC=2C=C3C(N(C=NC3=C(C2C)C)[C@H]2CCOC[C@@H]2O)=O)C=C1)F)=O)C